ClC1=C(C=CC=C1Cl)C=1C=CC=C2C(=C(C=NC12)[N+](=O)[O-])N1CCOCC1 (8-(2,3-dichlorophenyl)-3-nitroquinolin-4-yl)morpholine